(S)-6-(4-(methoxycarbonyl)phenyl)-4-(1H-pyrazol-4-yl)-3,6-dihydropyridine-1(2H)-carboxylate COC(=O)C1=CC=C(C=C1)[C@@H]1C=C(CCN1C(=O)[O-])C=1C=NNC1